NCC(CC[Si](OC)(OC)OC)(C)C 4-amino-3,3-dimethylbutyl-trimethoxysilane